COC1=C(CN2CCC3(CCN(CC3)C3CN(C3)C=3C=CC(=NC3)C(=O)NC3C(NC(CC3)=O)=O)CC2)C(=CC(=C1)C1=CN(C(C2=CN=CC=C12)=O)C)OC 5-(3-(9-(2,6-dimethoxy-4-(2-methyl-1-oxo-1,2-dihydro-2,7-naphthyridin-4-yl)benzyl)-3,9-diazaspiro[5.5]undecan-3-yl)azetidin-1-yl)-N-(2,6-dioxopiperidin-3-yl)picolinamide